ClC=1N=C(C2=C(N1)CC[S@]2=O)NC2(CCC2)CO 1-[[(5R)-2-chloro-6,7-dihydro-5-oxidothieno[3,2-d]pyrimidin-4-yl]amino]-cyclobutanemethanol